[3-[3-[[1-[(4aR,8aS)-3-oxo-4,4a,5,7,8,8a-hexahydropyrido[4,3-b][1,4]oxazin-6-carbonyl]-4-piperidinylidene]-phenyl-methyl]phenyl]prop-2-ynyl]carbamic acid tert-butyl ester C(C)(C)(C)OC(NCC#CC1=CC(=CC=C1)C(C1=CC=CC=C1)=C1CCN(CC1)C(=O)N1C[C@@H]2[C@@H](OCC(N2)=O)CC1)=O